4-((3-(2-(ethoxycarbonyl)benzofuran-5-yl)imidazo[1,2-b]pyridazin-6-yl)amino)azepane-1-carboxylic acid tert-butyl ester C(C)(C)(C)OC(=O)N1CCC(CCC1)NC=1C=CC=2N(N1)C(=CN2)C=2C=CC1=C(C=C(O1)C(=O)OCC)C2